Cl.Cl.C1=NC=CC2=C(C=CC=C12)N1CC(C(C1)C1=CC=CC=C1)C(=O)N (Isoquinolin-5-yl)-4-phenylpyrrolidine-3-carboxamide dihydrochloride